ClC1=NC=CC2=C1NC=N2 4-chloro-3H-imidazo[4,5-c]pyridine